C(C)[Co] ethylcobalt